CN1N=C2C=CC(=C(C2=C1)C)C1=C(C=C(N=N1)NC1C[C@@H]2[C@@H](CN(C2)CC2CCOCC2)C1)C (3aR,5s,6aS)-N-(6-(2,4-dimethyl-2H-indazol-5-yl)-5-methylpyridazin-3-yl)-2-((tetrahydro-2H-pyran-4-yl)meth-yl)octahydrocyclopenta[c]pyrrol-5-amine